tert-butyl ((((9aR,10S)-10-((R)-(2,3-difluorophenyl)(4-fluorophenyl)methyl)-3,5-dioxo-3,5,8,9,9a,10-hexahydro-7H-pyrrolo[1',2':4,5]pyrazino[1,2-b]pyridazin-4-yl)oxy)methyl) carbonate C(OC(C)(C)C)(OCOC1=C2N(N=CC1=O)[C@H]([C@@H]1N(C2=O)CCC1)[C@H](C1=CC=C(C=C1)F)C1=C(C(=CC=C1)F)F)=O